octenyl-butyl-phosphinic acid C(=CCCCCCC)P(O)(=O)CCCC